ClC1=C(C(=O)N2COC3=C(C2)C=CC=C3C3=CC(=C(C(=O)O)C=C3F)N3CCOCC3)C(=CC(=C1)N1[C@H](CN(CC1)CCOC)C#N)Cl |r| rac-4-[3-[2,6-dichloro-4-[2-cyano-4-(2-methoxyethyl)piperazin-1-yl]benzoyl]-2,4-dihydro-1,3-benzoxazine-8-yl]-5-fluoro-2-morpholin-4-ylbenzoic acid